N1N=CC2=CC=C(C=C12)C=1N=NN(C1)CC1=CC=C(C=N1)C=1OC(=NN1)C(F)F 2-(6-((4-(1H-indazol-6-yl)-1H-1,2,3-triazol-1-yl)methyl)pyridin-3-yl)-5-(difluoromethyl)-1,3,4-oxadiazole